C(#N)C1=C(C=CC=C1)S(=O)(=O)OC1=CC=C(C=C1)C1=CN=C(S1)C=1C=NC=CC1 4-(2-(pyridin-3-yl)thiazol-5-yl)phenyl 2-cyanobenzenesulfonate